trimethylolpropane diacetate monocaprylate C(CCCCCCC)(=O)O.C(C)(=O)O.C(C)(=O)O.C(O)C(CC)(CO)CO